FC1=C(C=C(C(=C1)OC)C)B1OC(C(O1)(C)C)(C)C 2-(2-fluoro-4-methoxy-5-methylphenyl)-4,4,5,5-tetramethyl-1,3,2-dioxaborolane